methyl 5-[[2-[2,2-difluoroethyl-[(2-methylpropan-2-yl)oxycarbonyl]amino]-1,3-thiazole-5-carbonyl]amino]-2-fluoro-4-methylbenzoate FC(CN(C=1SC(=CN1)C(=O)NC=1C(=CC(=C(C(=O)OC)C1)F)C)C(=O)OC(C)(C)C)F